3-methyl-3-(((4-(4-(trifluoromethyl)phenyl)phthalazin-1-yl)amino)methyl)pyrrolidin-2-one CC1(C(NCC1)=O)CNC1=NN=C(C2=CC=CC=C12)C1=CC=C(C=C1)C(F)(F)F